N1C(=O)NC(=O)C(=C1)C=CC(=O)[O-] Uracilacrylat